COC1=CC=C(CCN)C=C1 4-(methoxy)phenethylamine